1-(6-nitropyridin-3-yl)dihydropyrimidine-2,4(1h,3h)-dione [N+](=O)([O-])C1=CC=C(C=N1)N1C(NC(CC1)=O)=O